C(C)(=O)C1=NN(C2=CC=C(C=C12)C=1C=NC=2N(C1)N=CC2)CC(=O)N2[C@@H]1C[C@@H]1C[C@H]2C(=O)NC2=NC(=C(N=C2)C)Br (1R,3S,5R)-2-(2-(3-acetyl-5-(pyrazolo[1,5-a]pyrimidin-6-yl)-1H-indazol-1-yl)acetyl)-N-(6-bromo-5-methylpyrazin-2-yl)-2-azabicyclo[3.1.0]hexane-3-carboxamide